benzyl 4-(4-bromo-6-(dimethylcarbamoyl)-1H-indol-1-yl)piperidine-1-carboxylate BrC1=C2C=CN(C2=CC(=C1)C(N(C)C)=O)C1CCN(CC1)C(=O)OCC1=CC=CC=C1